CN(CCC=1C(N(C(N(C1)[C@H](C(=O)O)CC(C)C)=O)C)=O)C (S)-2-(5-(2-(dimethylamino)ethyl)-3-methyl-2,4-dioxo-3,4-dihydropyrimidin-1(2H)-yl)-4-methylpentanoic acid